[Cl-].C(C)#N.[Pd+2].[Cl-] palladium acetonitrile chloride